4-chloro-6-cyclopropyl-1-ethyl-1H-pyrazolo[3,4-d]Pyrimidine ClC1=C2C(=NC(=N1)C1CC1)N(N=C2)CC